2-(6-{5-chloro-2-[(1-oxo-1λ4-thian-4-yl)amino]pyrimidin-4-yl}-1-oxo-2,3-dihydro-1H-isoindol-2-yl)-N-[(1S)-2-hydroxy-1-(3-methylphenyl)ethyl]acetamide ClC=1C(=NC(=NC1)NC1CCS(CC1)=O)C1=CC=C2CN(C(C2=C1)=O)CC(=O)N[C@H](CO)C1=CC(=CC=C1)C